FC1=C(C=CC(=C1)F)NC(=O)NC1=C(C=C(C=C1)O)F 1-(2,4-difluorophenyl)-3-(2-fluoro-4-hydroxyphenyl)urea